1-(4-bromopyridin-2-yl)cyclohex-3-en-1-ol BrC1=CC(=NC=C1)C1(CC=CCC1)O